NC1=NC=2C=C(C(=CC2C2=C1C=NN2C)C(=O)O)C(C)OC 4-amino-7-(1-methoxyethyl)-1-methyl-1H-pyrazolo[4,3-c]quinoline-8-carboxylic acid